C1(CC1)C(=O)NC1=NC=C(C(=O)NC([2H])([2H])[2H])C(=C1)NC1=CSC=2C=NN(C(C21)=O)[C@@H](C(F)(F)F)C |o1:30| (R*)-6-(Cyclopropanecarboxamido)-N-(methyl-d3)-4-((4-oxo-5-(1,1,1-trifluoropropan-2-yl)-4,5-dihydrothieno[2,3-d]pyridazin-3-yl)amino)nicotinamide